C(#N)C=1C=CC(=NC1)C=1C(=NC=CN1)[C@H](C)NC(=O)NC1=C(C=C(C(=C1)OC(C(F)F)(F)F)Cl)Cl 1-[(1S)-1-[3-(5-cyano-2-pyridyl)pyrazin-2-yl]ethyl]-3-[2,4-dichloro-5-(1,1,2,2-tetrafluoroethoxy)phenyl]urea